1-[4-(7H-pyrrolo[2,3-d]-pyrimidin-4-yl)-1H-pyrazol-1-yl]cyclopropylacetonitrile N1=CN=C(C2=C1NC=C2)C=2C=NN(C2)C2(CC2)CC#N